nitrothioether [N+](=O)([O-])S[N+](=O)[O-]